ClC1=NC(=CC(=C1)C=1C(=NN2C1N=C(C=C2)C(=O)N[C@H]2CN(C[C@@H]2OC)C)C2=CC(=CC=C2)C#N)C 3-(2-chloro-6-methyl-4-pyridinyl)-2-(3-cyanophenyl)-N-[(3s,4s)-4-methoxy-1-methyl-pyrrolidin-3-yl]pyrazolo[1,5-a]pyrimidine-5-carboxamide